C(=O)O.FC1=C(OC2=C(N=C(S2)C(=O)N)C)C=CC(=C1)N1N=C2N(C1=O)[C@@H](CO2)C2=CC=CC=C2 (R)-5-(2-fluoro-4-(3-oxo-5-phenyl-5,6-dihydrooxazolo[2,3-c][1,2,4]triazol-2(3H)-yl)phenoxy)-4-methylthiazole-2-carboxamide Formate